Bis(cyclopentadienyl)phenyl-titanium chloride [Cl-].C1(C=CC=C1)[Ti+](C1=CC=CC=C1)C1C=CC=C1